N=1C=C(N2C1CCCC2)C2=C(C=CC=C2)O (5,6,7,8-tetrahydroimidazo[1,2-a]pyridin-3-yl)phenol